1-(propan-2-yl)-5-[3-(pyrimidin-5-yl)-1,2,4-oxadiazol-5-yl]-1H-1,2,3-benzotriazole CC(C)N1N=NC2=C1C=CC(=C2)C2=NC(=NO2)C=2C=NC=NC2